thiazolo[4,5-c]pyridine-7-ylboronic acid S1C=NC=2C=NC=C(C21)B(O)O